NC1=C(C=CC(=C1)OC)NC1=NC=CC(=N1)NC1=CC=C(C=C1)C=1C=NN(C1)COCC[Si](C)(C)C N2-(2-amino-4-methoxyphenyl)-N4-(4-(1-((2-(trimethylsilyl)ethoxy)methyl)-1H-pyrazol-4-yl)phenyl)pyrimidine-2,4-diamine